thiazolo[4,5-c]pyridine-6-carboxylic acid S1C=NC=2C=NC(=CC21)C(=O)O